NC1=C2C(N(C(N1)=O)[C@H]1O[C@H]([C@@H]([C@H]1O)O)CO)=NC(=C2)Br 4-amino-6-bromo-1-((2s,3r,4r,5s)-3,4-dihydroxy-5-(hydroxymethyl)-tetrahydrofuran-2-yl)-1H-pyrrolo[2,3-D]pyrimidinone